piperidin-4-yl-7-fluoro-1-methyl-1H-indazol-3-yl-piperidine N1CCC(CC1)C1N(CCCC1)C1=NN(C2=C(C=CC=C12)F)C